C(C)N(CCN1C=C(C(C2=CC(=CN=C12)C1=C(C2=C(NC3=C(C=C(C(=C23)F)F)NC)N=C1)N1CCOCC1)=O)C(=O)O)CC 1-[2-(diethylamino)ethyl]-6-[5,6-difluoro-8-(methylamino)-4-morpholino-9H-pyrido[2,3-b]indol-3-yl]-4-oxo-1,8-naphthyridine-3-carboxylic acid